N-(2-hydroxy-3-chloropropyl)triethyl-ammonium chloride [Cl-].OC(C[N+](CC)(CC)CC)CCl